p-tolylallyldipropylammonium hydroxide [OH-].C1(=CC=C(C=C1)C=CC[NH+](CCC)CCC)C